(2R,3R,4S,5R)-4-benzyloxy-5-((benzyloxy)methyl)-2-methoxytetrahydrofuran-3-ol C(C1=CC=CC=C1)O[C@H]1[C@H]([C@@H](O[C@@H]1COCC1=CC=CC=C1)OC)O